Trans-4-[difluoro-[6-methyl-2-[4-[4-[(4R)-4-(tert-butoxycarbonylamino)-2-oxo-pyrrolidin-1-yl]phenyl]sulfonylpiperazin-1-yl]pyrimidin-4-yl]methyl]cyclohexanecarboxylic acid FC([C@@H]1CC[C@H](CC1)C(=O)O)(C1=NC(=NC(=C1)C)N1CCN(CC1)S(=O)(=O)C1=CC=C(C=C1)N1C(C[C@H](C1)NC(=O)OC(C)(C)C)=O)F